CC1=C2C(=C3C=4CCCCC4C(=NC3=C1)C=1C(=NNC1)C(F)(F)F)C=NN2 4-methyl-7-(3-(trifluoromethyl)-1H-pyrazol-4-yl)-8,9,10,11-tetrahydro-3H-pyrazolo[4,3-a]phenanthridine